1-bromo-2,5-bis(((2-methoxypropane-2-yl)oxy)methyl)-4-methylbenzene BrC1=C(C=C(C(=C1)COC(C)(C)OC)C)COC(C)(C)OC